BrC1=CC2=C(C=3N(CCS2)C=C(N3)I)C=C1 9-bromo-2-iodo-5,6-dihydrobenzo[f]imidazo[1,2-d][1,4]thiazepine